2-(4-(7-isopropyl-6-(8-methyl-[1,2,4]triazolo[1,5-a]pyridin-6-yl)-5H-pyrrolo[3,2-d]pyrimidin-2-yl)piperidin-1-yl)-N-methylacetamide C(C)(C)C1=C(NC2=C1N=C(N=C2)C2CCN(CC2)CC(=O)NC)C=2C=C(C=1N(C2)N=CN1)C